C(C)OC(=O)C=1C(N(C(N(C1)CC)=O)C1=CC=C(C=C1)F)=O 1-ethyl-3-(4-fluorophenyl)-2,4-dioxo-1,2,3,4-tetrahydropyrimidine-5-carboxylic acid ethyl ester